1-(7-((3-chlorophenyl)amino)-3,4-dihydroisoquinolin-2(1H)-yl)prop-2-en-1-one ClC=1C=C(C=CC1)NC1=CC=C2CCN(CC2=C1)C(C=C)=O